[Cl-].NC=1C(=CC=2NC3=CC(=C(C=C3N(C2C1)C1=CC=CC=C1)N)C)C 3,7-diamino-2,8-dimethyl-5-phenyl-phenazine chloride